2-(2-(4-cyclopropyl-6-methoxypyrimidin-5-yl)-4-((4-(1-methyl-4-(trifluoromethyl)-1H-imidazol-2-yl)benzyl)amino)-7,8-dihydropyrido[4,3-d]pyrimidin-6(5H)-yl)acetonitrile C1(CC1)C1=NC=NC(=C1C=1N=C(C2=C(N1)CCN(C2)CC#N)NCC2=CC=C(C=C2)C=2N(C=C(N2)C(F)(F)F)C)OC